tri(n-butyl)n-octylphosphonium bromide [Br-].C(CCC)[P+](CCCCCCCC)(CCCC)CCCC